BrC=1C(=NC=C(C1Cl)Br)C1CC1 3,5-dibromo-4-chloro-2-cyclopropyl-pyridine